ClC1=CC2=C(N=CN(C2=O)CC2(CCN(CC2)C(C2=CC=C(C=C2)Cl)=O)O)N1C1=CC=C(C=C1)[C@H]1N[C@H](COC1)C 6-chloro-3-((1-(4-chlorobenzoyl)-4-hydroxypiperidin-4-yl)methyl)-7-(4-((3r,5s)-5-methylmorpholin-3-yl)phenyl)-3,7-dihydro-4H-pyrrolo[2,3-d]pyrimidin-4-one